(R)-2-((((9H-fluoren-9-yl)methoxy)carbonyl)amino)-3-(2-(2-(tert-butoxy)ethoxy)ethoxy)-N-(2-(2-iodoethoxy)-2-oxoethyl)propan-1-aminium 4-methylbenzenesulfonate CC1=CC=C(C=C1)S(=O)(=O)[O-].C1=CC=CC=2C3=CC=CC=C3C(C12)COC(=O)N[C@H](C[NH2+]CC(=O)OCCI)COCCOCCOC(C)(C)C